1-(4-methylbenzoyl)pyrrolidin CC1=CC=C(C(=O)N2CCCC2)C=C1